C(C)(C)(C)O[C@@H]1C[C@@H](N(C1)C#N)C(=O)N(C(C(=O)NC1CCCCC1)C=1C=NC=CC1)C1=CC=C(C=C1)C(C)(C)C (2R,4R)-4-(tert-butoxy)-N-(4-(tert-butyl)phenyl)-1-cyano-N-(2-(cyclohexylamino)-2-oxo-1-(pyridin-3-yl)ethyl)pyrrolidine-2-carboxamide